ClC1=CC=C2C(=N1)N=C(O2)N2[C@H](CNCC2)C (3S)-4-(5-chlorooxazolo[4,5-b]pyridin-2-yl)-3-methyl-piperazin